COC1=C(C=C(N)C=C1)C1=C(C=2C(=CN=CC2)N1)C 4-methoxy-3-(3-methyl-1H-pyrrolo[2,3-c]pyridin-2-yl)aniline